2'-Chloro-N-(5-((6-(difluoromethyl)pyridin-2-yl)methyl)-5,6-dihydro-4H-pyrrolo[3,4-d]thiazol-2-yl)-5'-methoxy-6-methyl-[4,4'-bipyridine]-3-carboxamide ClC1=NC=C(C(=C1)C1=C(C=NC(=C1)C)C(=O)NC=1SC2=C(N1)CN(C2)CC2=NC(=CC=C2)C(F)F)OC